O-methyl-threonine CO[C@@H]([C@H](N)C(=O)O)C